N-[6-Tert-butyl-10-chloro-9-(3-methoxypropoxy)-2-oxo-6H,7H-pyrido[2,1-a]isoquinolin-3-yl]acetamide tert-butyl-2-[4-(4-fluorophenyl)imidazol-1-yl]Acetate C(C)(C)(C)OC(CN1C=NC(=C1)C1=CC=C(C=C1)F)=O.C(C)(C)(C)C1N2C(C3=CC(=C(C=C3C1)OCCCOC)Cl)=CC(C(=C2)NC(C)=O)=O